2-fluoro-6-[(4-aminobenzyl)amino]-9-(oxepan-2-yl)-9H-purine FC1=NC(=C2N=CN(C2=N1)C1OCCCCC1)NCC1=CC=C(C=C1)N